COC(CC(=O)O)=O malonic monomethyl ester